OCCN(C(=N)NC)C hydroxyethyl-dimethyl-guanidine